3-chloro-4-(4-(4-((2-(2,6-dioxopiperidin-3-yl)-1,3-dioxoisoindolin-4-ylamino)methyl)benzyl)piperazin-1-yl)benzonitrile ClC=1C=C(C#N)C=CC1N1CCN(CC1)CC1=CC=C(C=C1)CNC1=C2C(N(C(C2=CC=C1)=O)C1C(NC(CC1)=O)=O)=O